benzyl-((1-((benzyloxy)carbonyl)azetidin-3-yl)methoxy)einsteinium C(C1=CC=CC=C1)[Es]OCC1CN(C1)C(=O)OCC1=CC=CC=C1